(S)-6-(4-(3-(difluoromethoxy)-4-fluorophenoxy)-3,3-difluoropyrrolidin-1-yl)-2',4'-dimethoxy-2-methyl-4,5'-bipyrimidin FC(OC=1C=C(O[C@@H]2C(CN(C2)C2=CC(=NC(=N2)C)C=2C(=NC(=NC2)OC)OC)(F)F)C=CC1F)F